C1(CC1)CN(CC(O)C=1SC(=C(N1)C(F)(F)F)C(=O)NC(C)C1=CC(=CC=C1)OC(F)(F)F)CCC 2-[2-[(cyclopropylmethyl)propylamino]-1-hydroxyethyl]-N-[1-[3-(trifluoromethoxy)phenyl]ethyl]-4-(trifluoromethyl)-5-thiazolecarboxamide